2-chloro-4-(difluoromethoxy)-N-(1-methyltetrazol-5-yl)-3-(propylsulfonylamino)benzamide ClC1=C(C(=O)NC2=NN=NN2C)C=CC(=C1NS(=O)(=O)CCC)OC(F)F